tert-butyl (1-(4-(N-hydroxycarbamimidoyl)thiophen-2-yl) cyclopropyl)-carbamate ONC(=N)C=1C=C(SC1)C1(CC1)NC(OC(C)(C)C)=O